CCCCCCCCCCCCCCCC(=O)OC[C@H](COP(=O)([O-])OCC[NH3+])OC(=O)CC/C=C\\C/C=C\\C/C=C\\C/C=C\\C/C=C\\C/C=C\\CC The molecule is a phosphatidylethanolamine 38:6 zwitterion in which the acyl substituents at positions 1 and 2 are specified as hexadecanoyl and (4Z,7Z,10Z,13Z,16Z,19Z)-docosahexaenoyl respectively. It is a tautomer of a 1-hexadecanoyl-2-(4Z,7Z,10Z,13Z,16Z,19Z-docosahexaenoyl)-sn-glycero-3-phosphoethanolamine.